FC(C)(F)C1=NN(C=C1C1=CC=2C(=NC=C(C2)C(=O)NC=2C(=NC=C(C2)NC(CN2[C@H](CCC2)C)=O)C)N1)C (S)-2-(3-(1,1-difluoroethyl)-1-methyl-1H-pyrazol-4-yl)-N-(2-methyl-5-(2-(2-methylpyrrolidin-1-yl)acetamido)pyridin-3-yl)-1H-pyrrolo[2,3-b]pyridine-5-carboxamide